COC(=O)C=1C=C(C=2C3=C(C(NC2C1)=O)OC=C3)F 9-fluoro-4-oxo-4,5-dihydrofuro[2,3-c]quinoline-7-carboxylic acid methyl ester